1-(1-(tert-Butoxycarbonyl)-3-Methylazetidin-3-yl)-4-((1-methylpiperidin-4-yl)amino)-6-oxo-1,6-dihydropyridine-3-carboxylic acid methyl ester COC(=O)C1=CN(C(C=C1NC1CCN(CC1)C)=O)C1(CN(C1)C(=O)OC(C)(C)C)C